CNC(=O)C1=CC=C(C=N1)NC(=O)[C@@H]1CC12CCN(CC2)C(=O)OC(C(F)(F)F)C(F)(F)F |r| 1,1,1,3,3,3-Hexafluoropropan-2-yl (±)-1-((6-(methylcarbamoyl)pyridin-3-yl)carbamoyl)-6-azaspiro[2.5]octane-6-carboxylate